tert-butyl (4-((5-(6-chloro-1-methyl-1H-pyrazolo[3,4-d]pyrimidin-4-yl)-3-methyl-4,5,6,7-tetrahydro-1H-pyrazolo[4,3-c]pyridin-1-yl)methyl)bicyclo[2.2.2]octan-1-yl)carbamate ClC1=NC(=C2C(=N1)N(N=C2)C)N2CC1=C(CC2)N(N=C1C)CC12CCC(CC1)(CC2)NC(OC(C)(C)C)=O